C(C)(=O)OC(C=C)(C)CCC=C(C)C linalool acetate